C(C(=C)C)(=O)O.P(=O)(OC)(OCC)OCC methyl diethyl phosphate methacrylate